FC(C=1C=CC=2N(C1)N=C(C2)C2N(CCC1=C2N=CN1)C=O)(F)F (4-(6-(trifluoromethyl)pyrazolo[1,5-a]pyridin-2-yl)-6,7-dihydro-1H-imidazo[4,5-c]pyridin-5(4H)-yl)methanone